C1=CC(=CC=C1CCC2=CC=C(C=C2)N=[N+]=[N-])N=[N+]=[N-] 4,4-diazidodiphenylethane